2-((2S,4S)-1-acryloyl-4-(8-chloro-6-fluoro-7-(4-fluorophenyl)-4-(2-methyl-1H-imidazol-1-yl)-1H-imidazo[4,5-c]quinolin-1-yl)piperidin-2-yl)acetonitrile C(C=C)(=O)N1[C@@H](C[C@H](CC1)N1C=NC=2C(=NC=3C(=C(C(=CC3C21)Cl)C2=CC=C(C=C2)F)F)N2C(=NC=C2)C)CC#N